7-((1H-indazol-4-yl)methyl)-9-methyl-2-(quinolin-4-ylmethyl)-7,9-dihydro-8H-pyrido[3',2':4,5]pyrrolo[2,3-d]pyridazin-8-one N1N=CC2=C(C=CC=C12)CN1N=CC2=C(C1=O)N(C1=C2C=CC(=N1)CC1=CC=NC2=CC=CC=C12)C